2-NONANOL CC(CCCCCCC)O